C(C)(C)(C)OC(=O)C=1C=CC=2N(C1)C(=C(N2)CCl)C(=O)OCC 2-(chloromethyl)-3-(ethoxycarbonyl)-imidazo[1,2-a]pyridine-6-carboxylic acid tert-butyl ester